[Pt].O1C=COC=C1 dioxin platinum